trans-2-[[1-ethyl-4-[[4-(trifluoromethyl)phenyl]methyl]indole-3-carbonyl]amino]spiro[3.3]heptane-6-carboxylic acid C(C)N1C=C(C2=C(C=CC=C12)CC1=CC=C(C=C1)C(F)(F)F)C(=O)NC1CC2(C1)CC(C2)C(=O)O